C(C(C)C)OC(CC)O 1-isobutoxy-propanol